2-(1H-1,2,4-triazol-1-yl)ethane N1(N=CN=C1)CC